2-Chloro-4-((3R)-8-(6-(3-((4-(3-((2,6-dioxopiperidin-3-yl)amino)phenyl)piperidin-1-yl)methyl)azetidine-1-carbonyl)pyridazin-3-yl)-3-methyl-2,8-diazaspiro[4.5]decan-2-yl)benzonitrile ClC1=C(C#N)C=CC(=C1)N1CC2(C[C@H]1C)CCN(CC2)C=2N=NC(=CC2)C(=O)N2CC(C2)CN2CCC(CC2)C2=CC(=CC=C2)NC2C(NC(CC2)=O)=O